The molecule is an anthocyanin cation found in the leaves and stems of Arabidopsis thaliana. It has a role as a metabolite. It derives from a cyanidin cation. It is a conjugate acid of a cyanidin 3-O-[6-O-(4-O-beta-D-glucosyl-p-coumaroyl)-2-O-(2-O-sinapoyl-beta-D-xylosyl)-beta-D-glucosyl]-5-O-(6-O-malonyl-beta-D-glucoside)(1-). COC1=CC(=CC(=C1O)OC)/C=C/C(=O)O[C@@H]2[C@H]([C@@H](CO[C@H]2O[C@@H]3[C@H]([C@@H]([C@H](O[C@H]3OC4=C([O+]=C5C=C(C=C(C5=C4)O[C@H]6[C@@H]([C@H]([C@@H]([C@H](O6)COC(=O)CC(=O)O)O)O)O)O)C7=CC(=C(C=C7)O)O)COC(=O)/C=C/C8=CC=C(C=C8)O[C@H]9[C@@H]([C@H]([C@@H]([C@H](O9)CO)O)O)O)O)O)O)O